C[C@@H]1C(NCCN1)=O |r| racemic-3-methylpiperazin-2-one